FC1=C(CCN2C(C3=CC=C(C=C3CC2)C2=COC=C2)=O)C=CC=C1 2-(2-fluorophenethyl)-6-(furan-3-yl)-3,4-dihydroisoquinolin-1(2H)-one